2,2-difluoro-N1-(2-(naphthalen-2-yl)ethyl)propane-1,3-diamine FC(CNCCC1=CC2=CC=CC=C2C=C1)(CN)F